N-(4-(2-isopropoxypropan-2-yl)thiazol-2-yl)-2-(5-(pyridin-4-ylmethyl)-1H-pyrrol-2-yl)acetamide C(C)(C)OC(C)(C)C=1N=C(SC1)NC(CC=1NC(=CC1)CC1=CC=NC=C1)=O